(2,3-dihydro-1H-inden-5-yl)hydrazine hydrochloride Cl.C1CCC2=CC(=CC=C12)NN